2-amino-1-(3-sulfopropoxy)-8-hydroxy-naphthalene-3,6-disulfonic acid NC1=C(C2=C(C=C(C=C2C=C1S(=O)(=O)O)S(=O)(=O)O)O)OCCCS(=O)(=O)O